(2R)-2-(6-{5-chloro-2-[(oxan-4-yl)amino]pyrimidin-4-yl}-1-oxo-2,3-dihydro-1H-isoindol-2-yl)-N-[(1R)-1-(3-fluoro-5-methoxyphenyl)ethyl]-hydroxypropanamide ClC=1C(=NC(=NC1)NC1CCOCC1)C1=CC=C2CN(C(C2=C1)=O)[C@](C(=O)N[C@H](C)C1=CC(=CC(=C1)OC)F)(C)O